N4-cyclopropyl-5-fluoro-N6-[(1-methylsulfonyl-4-piperidyl)methyl]-N4-[1-[4-(trifluoromethyl)phenyl]ethyl]pyrimidine-4,6-diamine C1(CC1)N(C1=NC=NC(=C1F)NCC1CCN(CC1)S(=O)(=O)C)C(C)C1=CC=C(C=C1)C(F)(F)F